methyl (R)-6-(1-(4-fluorophenyl)vinyl)-5-((1-methylpyrrolidin-3-yl)amino)pyrazine-2-carboxylate FC1=CC=C(C=C1)C(=C)C1=C(N=CC(=N1)C(=O)OC)N[C@H]1CN(CC1)C